ClC1=C(C(=O)NC=2N(N=C3C2N=C(C=C3)CO)C3=CC=CC=C3)C=C(C(=C1)C(F)(F)F)C1=NC=CC=N1 2-chloro-N-[5-(hydroxymethyl)-2-phenyl-2H-pyrazolo[4,3-b]pyridin-3-yl]-5-pyrimidin-2-yl-4-(trifluoromethyl)benzamide